CC1=NOC(=C1C=1C=CC(=NC1)C[N+]1=NOC(=C1)[N-]C(NC=1SC(=CN1)C(F)(F)F)=O)C (3-((5-(3,5-dimethylisoxazol-4-yl)pyridin-2-yl)methyl)-1,2,3-oxadiazol-3-ium-5-yl)((5-(trifluoromethyl)thiazol-2-yl)carbamoyl)amide